1-fluoro-6-isopropylquinoline bromine salt [Br].FN1CC=CC2=CC(=CC=C12)C(C)C